tert-butyl 4-(5-(3-((5-cyano-4-(4-fluorophenyl)thiazol-2-yl)(methyl)amino)-2-ethyl imidazo[1,2-a]pyridin-6-yl)pyrimidine-2-carboxamido)piperidine-1-carboxylate C(#N)C1=C(N=C(S1)N(C1=C(N=C2N1C=C(C=C2)C=2C=NC(=NC2)C(=O)NC2CCN(CC2)C(=O)OC(C)(C)C)CC)C)C2=CC=C(C=C2)F